tert-Butyl (4-(8-amino-3-(1-methyl-2-oxo-1,2-dihydropyridin-3-yl)imidazo[1,5-a]pyrazin-1-yl)-2-methoxyphenyl)carbamate NC=1C=2N(C=CN1)C(=NC2C2=CC(=C(C=C2)NC(OC(C)(C)C)=O)OC)C=2C(N(C=CC2)C)=O